4,4'-methylenebis(3-hydroxynaphthalene-2-carboxylic acid) C(C1=C(C(=CC2=CC=CC=C12)C(=O)O)O)C1=C(C(=CC2=CC=CC=C12)C(=O)O)O